(difluoro(2-(((3S,6S,10S)-3-(3-(1-methyl-1H-pyrazol-3-yl)azetidine-1-carbonyl)-5-oxodecahydropyrrolo[1,2-a]azocin-6-yl)carbamoyl)benzo[b]thiophen-5-yl)methyl)phosphonic acid FC(C1=CC2=C(SC(=C2)C(N[C@H]2CCCCC3N(C2=O)[C@@H](CC3)C(=O)N3CC(C3)C3=NN(C=C3)C)=O)C=C1)(F)P(O)(O)=O